CN(C=O)CCNC N-methyl-N-(2-(methylamino)ethyl)carboxamide